[Pb].OC(CNCC(=O)O)O dihydroxyethyl-glycine lead